6-[1-(3-Methoxy-4-{6-[(1-methylcyclopropyl)methoxy]pyridin-3-yl}benzoyl)piperidin-4-yl]pyridazin-3-amine COC=1C=C(C(=O)N2CCC(CC2)C2=CC=C(N=N2)N)C=CC1C=1C=NC(=CC1)OCC1(CC1)C